C(CC(C(=O)[O-])C(C)(C1=CC(=C(C=C1)O)C(C)(C)C)C1=CC(=C(C=C1)O)C(C)(C)C)C(C(=O)[O-])C(C)(C1=CC(=C(C=C1)O)C(C)(C)C)C1=CC(=C(C=C1)O)C(C)(C)C Ethylenebis[3,3-bis(4-hydroxy-3-t-butylphenyl) butyrate]